1-(4-(4-(methoxymethoxy)phenyl)-1-methyl-1H-1,2,3-triazol-5-yl)-N-methyl-methylamine COCOC1=CC=C(C=C1)C=1N=NN(C1CNC)C